CN(C)C=C(C(=O)OCC)C(C)=O ethyl 2-((dimethylamino) methylene)-3-oxobutyrate